tert-butyl 4-(4-(2-butyl-1-oxo-1,2-dihydro-2,7-naphthyridin-4-yl)phenoxy)piperidine-1-carboxylate C(CCC)N1C(C2=CN=CC=C2C(=C1)C1=CC=C(OC2CCN(CC2)C(=O)OC(C)(C)C)C=C1)=O